1-bromo-2-fluorobenzene BrC1=C(C=CC=C1)F